ClC1=CC=C(C=C1)N1CCCC1=O 1-(4-Chlorophenyl)-5-oxopyrrolidin